5-benzyl-2-(4-fluorophenyl)-3-(pyridin-4-yl)-4,5,6,7-tetrahydropyrazolo[1,5-a]pyrazine C(C1=CC=CC=C1)N1CC=2N(CC1)N=C(C2C2=CC=NC=C2)C2=CC=C(C=C2)F